(4-Fluorophenyl)alanine FC1=CC=C(C=C1)N[C@@H](C)C(=O)O